2-(4-tert-butyl-5-chloro-2-methyl-phenyl)-3,5,6-trimethyl-1H-pyridin-4-one C(C)(C)(C)C1=CC(=C(C=C1Cl)C=1NC(=C(C(C1C)=O)C)C)C